N-(1-(4-fluorophenyl)ethyl)-2-oxo-6-(4,4,5,5-tetramethyl-1,3,2-dioxaborolan-2-yl)-1,2-dihydro-1,8-naphthyridine-3-carboxamide FC1=CC=C(C=C1)C(C)NC(=O)C=1C(NC2=NC=C(C=C2C1)B1OC(C(O1)(C)C)(C)C)=O